NCC1=CN([C@H]2[C@H](O)[C@H](O)[C@@H](CO)O2)C=2N=C(NC(C12)=O)N 7-aminoMethyl-7-deazaguanosine